5,5-difluoro-5H-4λ5-dipyrrolo[1,2-c:2',1'-f][1,3,2]diazaborinin-4-ylium-5-uide F[B-]1([N+]=2C(=CC=3N1C=CC3)C=CC2)F